C(C)(C)(C)O[C@@H]([C@@H](C(=O)N1[C@@H]([C@H]2C([C@H]2C1)(C)C)C(=O)NC(C1=CN=CC2=CC=CC(=C12)C#C)C#N)NC(C(F)(F)F)=O)C (1R,2S,5S)-3-[(2S,3R)-3-tert-butoxy-2-[(2,2,2-trifluoroacetyl)amino]butanoyl]-N-[cyano-(5-ethynyl-4-isoquinolyl)methyl]-6,6-dimethyl-3-azabicyclo[3.1.0]hexane-2-carboxamide